OC(C(CC1=CC=CC=C1)=O)(C)C1=CC=CC=C1 3-hydroxy-1,3-diphenyl-butane-one